tert-Butyl 5-methoxy-4-((7-(4-(methoxycarbonyl)phenyl)-5-(trifluoromethyl)-1,4-diazepan-1-yl)methyl)-7-methyl-1H-indole-1-carboxylate COC=1C(=C2C=CN(C2=C(C1)C)C(=O)OC(C)(C)C)CN1CCNC(CC1C1=CC=C(C=C1)C(=O)OC)C(F)(F)F